FC1(CCCCC1)CNC=1N=CC2=C(N1)NC=C2C=2C=C1C=NC=NC1=CC2 N-((1-fluorocyclohexyl)methyl)-5-(quinazolin-6-yl)-7H-pyrrolo[2,3-d]pyrimidin-2-amine